C1(CC1)C1=NN(C(=C1C(F)(F)F)C(=O)NC1=CC(=NC=C1)SC)CC1(CCCC1)C(F)(F)F 3-cyclopropyl-N-[2-(methylsulfanyl)pyridin-4-yl]-4-(trifluoromethyl)-1-{[1-(trifluoromethyl)cyclopentyl]methyl}-1H-pyrazole-5-carboxamide